ClC=1C=CC2=C(CC(CC=3N2C(=NN3)C3CCC(CC3)(C)OC)N)C1 8-chloro-1-(4-methoxy-4-methylcyclohexyl)-5,6-dihydro-4H-[1,2,4]triazolo[4,3-a][1]benzazepin-5-amine